6-iodo-N-(1H-pyrazol-3-yl)quinazolin-4-amine IC=1C=C2C(=NC=NC2=CC1)NC1=NNC=C1